N[C@H]1[C@@H]2N(C(=C(CS2)SC2=NN=NN2C)C(=O)O)C1=O 7β-amino-3-(1-methyl-1H-tetrazol-5-ylsulfanyl)-3-cephem-4-carboxylic acid